2,4,6-tri-O-galloyl-D-glucose C1=C(C=C(C(=C1O)O)O)C(=O)OC[C@H]([C@H]([C@@H]([C@H](C=O)OC(=O)C2=CC(=C(C(=C2)O)O)O)O)OC(=O)C3=CC(=C(C(=C3)O)O)O)O